C(O)([O-])=O.C(CC)[N+](C)(CCC)CCC trin-propyl-monomethyl-ammonium hydrogen carbonate